8-(4-chloro-2-fluorophenyl)-6-(2,2-dimethyl-6-(1-methyl-1H-pyrazol-4-yl)morpholino)-2,3-dimethylpyrimidino[5,4-d]pyrimidin-4(3H)-one ClC1=CC(=C(C=C1)C1=NC(=NC2=C1N=C(N(C2=O)C)C)N2CC(OC(C2)C=2C=NN(C2)C)(C)C)F